2',3',4-trichloro-6-methoxy-[2,4'-bipyridine]-5-carbaldehyde ClC1=NC=CC(=C1Cl)C1=NC(=C(C(=C1)Cl)C=O)OC